C(=C)C=1NC=CC1 vinyl-pyrrol